COC=1C(=CC=2N=CN=C(C2N1)OC1=CC=C(C=N1)NC(=O)C1(CC1)C(=O)NC1=CC=C(C=C1)F)OC 1-N'-[6-(6,7-dimethoxypyrido[3,2-d]pyrimidin-4-yl)oxypyridin-3-yl]-1-N-(4-fluorophenyl)cyclopropane-1,1-dicarboxamide